N-[(Z)-{[(tert-butoxy)carbonyl]imino}(1H-pyrazol-1-yl)methyl]carbamate C(C)(C)(C)OC(=O)\N=C(\NC([O-])=O)/N1N=CC=C1